ClP(OCN(C(C)C)C(C)C)=O chloro(diisopropylamino)methoxyphosphine oxide